pyrimidyl-oxadiazolone copper (II) [Cu+2].N1=C(N=CC=C1)C1C(N=NO1)=O